CC1(N(CC1)CC(=O)NC=1C=C(C(=NC1)C)NC(=O)C=1C=NN2C1SC(=C2)C=2C(=NN1C2OCC(C1)O)C)C N-(5-(2-(2,2-dimethylazetidin-1-yl)acetamido)-2-methylpyridin-3-yl)-2-(6-hydroxy-2-methyl-6,7-dihydro-5H-pyrazolo[5,1-b][1,3]oxazin-3-yl)pyrazolo[5,1-b]thiazole-7-carboxamide